[N+](=O)([O-])OCCCC(=O)OCCCC1CN(C1)S(=O)(=O)C1=CC(=C(C=C1)OCC)C=1NC(C2=C(N1)C(=NN2C)CCC)=O 3-(1-((4-ethoxy-3-(1-methyl-7-oxo-3-propyl-6,7-dihydro-1H-pyrazolo[4,3-d]pyrimidin-5-yl)phenyl)sulfonyl)azetidin-3-yl)propyl 4-(nitrooxy)butanoate